(2S,3S,4R,5R)-2-((R)-5-chloro-3,3-dimethyl-1,3-dihydroisobenzofuran-1-yl)-5-(4-methyl-7H-pyrrolo[2,3-d]pyrimidin-7-yl)tetrahydrofuran-3,4-diol ClC=1C=C2C(O[C@H](C2=CC1)[C@H]1O[C@H]([C@@H]([C@@H]1O)O)N1C=CC2=C1N=CN=C2C)(C)C